COC1=C(C(=CC(=C1)C)C)C=1C=CC=2C(=NC(=CN2)N2CCC3C2CN(CC3)C(=O)OCCCC)N1 butyl 1-[6-(2-methoxy-4,6-dimethyl-phenyl)pyrido[2,3-b]pyrazin-3-yl]-3,3a,4,5,7,7a-hexahydro-2H-pyrrolo[2,3-c]pyridine-6-carboxylate